CS(=O)CCCCCCCCCN=C=S 9-(methylsulfinyl)nonyl isothiocyanate